CC1=C(C=C(C=C1)NC(CC1CC(CCC1)C(F)(F)F)=O)NC1=NC=CC=C1C1=C2N=CN(C2=NC=N1)C1OCCCC1 N-(4-methyl-3-((3-(9-(tetrahydro-2H-pyran-2-yl)-9H-purin-6-yl)pyridin-2-yl)amino)phenyl)-2-(3-(trifluoromethyl)cyclohexyl)acetamide